ClC=1C=C(C=CC1)[C@@H]1[C@H](C1)C(=O)NC1=NC=NC(=C1)NCC=1N=C2N(C=C(C=C2C2CN(C2)C)C2CC2)C1 (1S,2S)-2-(3-chlorophenyl)-N-(6-(((6-cyclopropyl-8-(1-methylazetidin-3-yl)imidazo[1,2-a]pyridin-2-yl)methyl)amino)pyrimidin-4-yl)cyclopropane-1-carboxamide